methyl 3-{[(3S)-3-(benzyloxy)-5-(1,4-diazepan-1-yl) pentyl] oxy}-4,5-dimethoxybenzoate C(C1=CC=CC=C1)O[C@H](CCOC=1C=C(C(=O)OC)C=C(C1OC)OC)CCN1CCNCCC1